2-(2-propenyl)phenol C(C=C)C1=C(C=CC=C1)O